(rac)-3-Cyclopropyl-3'-(phenylethynyl)-7',8'-dihydro-6'H-spiro[oxazolidine-5,5'-quinolin]-2-one C1(CC1)N1C(O[C@]2(C=3C=C(C=NC3CCC2)C#CC2=CC=CC=C2)C1)=O |r|